4-((1-(((1-Aminoisoquinolin-5-yl)amino)methyl)-2-(2-(benzofuran-5-yl)acetyl)-2-azabicyclo[2.1.1]hexan-4-yl)methoxy)-1-methylpyridin-2(1H)-one NC1=NC=CC2=C(C=CC=C12)NCC12N(CC(C1)(C2)COC2=CC(N(C=C2)C)=O)C(CC=2C=CC1=C(C=CO1)C2)=O